hexahydro-1H-pyrrolizin-7a-yl-methanol C1CCN2CCCC12CO